N-(4-((4-cyclobutoxy-6-(methylsulfonyl)pyridin-2-yl)amino)-5-(1-methyl-1H-pyrazol-3-yl)pyridin-2-yl)acetamide C1(CCC1)OC1=CC(=NC(=C1)S(=O)(=O)C)NC1=CC(=NC=C1C1=NN(C=C1)C)NC(C)=O